CC1=NC2=C(N1)C(=C(C=C2)C)C#N 2,6-Dimethyl-1H-1,3-benzodiazole-7-carbonitrile